O[C@H]1[C@@H]([C@@H]2[C@@H](OCC(=CC2)CCCCC(=O)OC(C)C)C1)\C=C\[C@H](COC1=CC=CC=C1)O 2-propanyl 5-{(5aR,6R,7R,8aS)-7-hydroxy-6-[(E,3R)-3-hydroxy-4-phenoxy-1-buten-1-yl]-5,5a,6,7,8,8a-hexahydro-2H-cyclopenta[b]oxepin-3-yl}pentanoate